C(C1=CC=CC=C1)N(C[C@@H](C(=O)OC(C)(C)C)NS(=O)(=O)C1=C(C(=C(C(=C1F)F)F)F)F)CC1=CC=CC=C1 tert-butyl (S)-3-(dibenzylamino)-2-((pentafluorophenyl)-sulfonamido)propanoate